1,3-indanedione C1(CC(C2=CC=CC=C12)=O)=O